3-(chloromethyl)-N-(1-(4-methoxyphenyl)-9-methyl-9H-pyrido[3,4-b]indol-3-yl)benzamide ClCC=1C=C(C(=O)NC2=CC3=C(N(C4=CC=CC=C34)C)C(=N2)C2=CC=C(C=C2)OC)C=CC1